3-(6-isobutoxynaphthalen-2-yl)-1-(piperidin-4-ylmethyl)-1H-pyrazolo[3,4-d]pyrimidin-4-amine C(C(C)C)OC=1C=C2C=CC(=CC2=CC1)C1=NN(C2=NC=NC(=C21)N)CC2CCNCC2